((1s,3s)-3-Hydroxy-3-methylcyclobutyl)(7-(5-methoxy-2-methylphenyl)-2-azaspiro[3.5]nonan-2-yl)methanone OC1(CC(C1)C(=O)N1CC2(C1)CCC(CC2)C2=C(C=CC(=C2)OC)C)C